2-(1-aminocyclohexyl)-N-[(1S)-1-cyano-2-[4-(3-methyl-2-oxo-2,3-dihydro-1,3-benzoxazol-5-yl)phenyl]ethyl]acetamide NC1(CCCCC1)CC(=O)N[C@@H](CC1=CC=C(C=C1)C=1C=CC2=C(N(C(O2)=O)C)C1)C#N